COC(=O)C=1C=C2C(=NC1)N(C(N2C(C)C)=O)C2=CC(=CC=C2)OC(C(F)F)(F)F.NC2=CC(C(C=C2)C)=NO (4-aminooximinophenyl)methane Methyl-1-isopropyl-2-oxo-3-(3-(1,1,2,2-tetrafluoroethoxy)phenyl)-2,3-dihydro-1H-imidazo[4,5-b]pyridine-6-carboxylate